C(#N)C1=CC(=C(COC2=CC=CC(=N2)N2C[C@@H](N(CC2)CC)CF)C=C1)F (S)-1-((R)-4-(6-((4-cyano-2-fluorobenzyl)oxy)pyridin-2-yl)-2-(fluoromethyl)piperazin-1-yl)ethan